N[C@H](C(=O)NCCC1CCN(CC1)CC1=CC=C(C=C1)CN1C(NC=2C(=NC(=CC21)OCCCC)N)=O)CN=[N+]=[N-] (S)-2-amino-N-(2-(1-(4-((4-amino-6-butoxy-2-oxo-2,3-dihydro-1H-imidazo[4,5-c]pyridin-1-yl)methyl)benzyl)piperidin-4-yl)ethyl)-3-azidopropanamide